[C@@H]1([C@H](O)[C@@H](O)[C@H](O)[C@H](O1)CO)C1=CC(=C(C=C1)F)CC=1SC(=CC1)C1=CC(=CC=C1)C#N 1-(β-D-glucopyranosyl)-4-fluoro-3-(5-(3-cyanophenyl)-2-thienylmethyl)benzene